4-(3-(3-(cyclobutyl(methyl)amino)azetidine-1-carbonyl)-4-fluorobenzyl)phthalazin-1(2H)-one C1(CCC1)N(C1CN(C1)C(=O)C=1C=C(CC2=NNC(C3=CC=CC=C23)=O)C=CC1F)C